ethyl (1S,3R,4R)-3-fluoro-4-hydroxycyclohexane-1-carboxylate F[C@@H]1C[C@H](CC[C@H]1O)C(=O)OCC